ClC1=C(C=CC=C1Cl)SC=1N=CC(=NC1C)C(CCCN)N 1-(5-((2,3-dichlorophenyl)thio)-6-methylpyrazin-2-yl)butane-1,4-diamine